ClC1=NC=C2N(C(N(C2=N1)CC1=CC=C(C=C1)C=1N(C=C(N1)C(F)(F)F)COC)=N)C 2-chloro-9-[[4-[1-(methoxymethyl)-4-(trifluoromethyl)imidazol-2-yl]phenyl]methyl]-7-methyl-purin-8-imine